BrC1=NC=C(C(=C1)C(=O)OC)O methyl 2-bromo-5-hydroxypyridine-4-carboxylate